(R)-4-(sec-butylamino)-2-((4-(4-morpholinopiperidine-1-carbonyl)-2,3-dihydro-benzofuran-7-yl)amino)-7H-pyrrolo[2,3-d]pyrimidine-5-carbonitrile [C@@H](C)(CC)NC=1C2=C(N=C(N1)NC1=CC=C(C=3CCOC31)C(=O)N3CCC(CC3)N3CCOCC3)NC=C2C#N